C1[C@@H]([C@H](O[C@H]1N2C=NC3=C2N=C(NC3=O)N)COP(=O)(O)O[C@H]4C[C@@H](O[C@@H]4COP(=O)(O)O)N5C=NC6=C5N=C(NC6=O)N)O The molecule is a single-stranded DNA oligonucleotide comprising two 2'-deoxyguanosine residues connected by a 3'->5 linkage and with a phosphoric group at the 5'-terminus. It has a role as a Mycoplasma genitalium metabolite. It is a single-stranded DNA oligonucleotide and a 5'-phospho-(3'->5')-dinucleotide.